4-amino-N-methyl-N-((3R)-6-(methylsulfonyl)-2,3-dihydro-1-benzofuran-3-yl)-1,3-dihydrofuro[3,4-c]quinoline-8-carboxamide NC1=NC=2C=CC(=CC2C2=C1COC2)C(=O)N([C@H]2COC1=C2C=CC(=C1)S(=O)(=O)C)C